CC1(OC(C2=C1C=C(C=C2)NC2=NC=C(C(=N2)N[C@H](CO)C2=CC=CC=C2)C(=O)NNC(=O)C2=NC=CN=C2)=O)C N'-{2-[(3,3-dimethyl-1-oxo-1,3-dihydro-2-benzofuran-5-yl)amino]-4-{[(1S)-2-hydroxy-1-phenylethyl]amino}pyrimidine-5-carbonyl}pyrazine-2-carbohydrazide